4-methyl-5-{[1,2,4]triazolo[1,5-a]pyridin-5-yl}pyridine-2-carbonitrile CC1=CC(=NC=C1C1=CC=CC=2N1N=CN2)C#N